CC1C(C2=CC=CC=C2CC1)(C(=O)OC(CF)CN1N=C(C=C1CO)C1=CC=C(C=C1)F)CC1=NC(=NC(=C1[N+](=O)[O-])OCC1=CC=CC=C1)OCC1=CC=CC=C1 1-fluoro-3-(3-(4-fluorophenyl)-5-(hydroxymethyl)-1H-pyrazol-1-yl)propan-2-ol Methyl-1-((2,6-bis(benzyloxy)-5-nitropyrimidin-4-yl)methyl)-1,2,3,4-tetrahydronaphthalene-1-carboxylate